NCCOCC1=NC(=C(C(=C1C(=O)OCC)C1=C(C=CC=C1)Cl)C(=O)OC)C 3-ethyl 5-methyl 2-[(2-aminoethoxy)methyl]-4-(2-chlorophenyl)-6-methylpyridine-3,5-dicarboxylate